C(=CC1=CC=CC=C1)\C(=C(/C(=O)O)\C)\C(=O)O styrenemesaconic acid